BrC(C(=O)OCC)C1=C(C(=CC(=C1)C1(CCCCC1)OC)F)OC ethyl 2-bromo-2-(3-fluoro-2-methoxy-5-(1-methoxycyclohexyl)phenyl)acetate